ClC=1C=C(C=CC1OC1CCCC1)[C@H]([C@@H](CN1CCCC1)NC(=O)[C@H]1CN(CC1)C1=CC=C(C=C1)Cl)O (R)-N-((1R,2R)-1-(3-chloro-4-(cyclopentyloxy)phenyl)-1-hydroxy-3-(pyrrolidin-1-yl)propan-2-yl)-1-(4-chlorophenyl)pyrrolidine-3-carboxamide